C[NH+]1C(N(C(C1)CC)C)CC 1,3-dimethyl-2,4-diethylimidazolinium